2-(3,6-diazabicyclo[3.1.1]heptan-3-yl)-5-(1-methoxy-cyclopropyl)-7-(thiazol-2-yl)-4-(trifluoromethoxy)benzo[d]oxazole C12CN(CC(N1)C2)C=2OC1=C(N2)C(=C(C=C1C=1SC=CN1)C1(CC1)OC)OC(F)(F)F